4-chloro-2-nitrobenzaldehyde oxime ClC1=CC(=C(C=NO)C=C1)[N+](=O)[O-]